2-BENZOYLBENZOATE C(C1=CC=CC=C1)(=O)C1=C(C(=O)[O-])C=CC=C1